C(C1=CC=CC=C1)S(=O)C1=NC(=CC(=N1)C=1SC=CC1)C(F)(F)F 2-(Benzylsulfinyl)-4-(thiophen-2-yl)-6-(trifluoromethyl)pyrimidine